C[C@@H]1NC2=CC=C3C(=C2CC1)N=C(N3CCN3CCNCC3)CCN3C(C=CC=C3)=O (7S)-7-Methyl-2-[2-(2-oxo-1,2-dihydropyridin-1-yl)ethyl]-3-[2-(piperazin-1-yl)ethyl]-3H,6H,7H,8H,9H-imidazo[4,5-f]chinolin